N-(2-((2-(dimethylamino)ethyl)(methyl)amino)4-methoxy-5-((4-(1-methyl-6-(1-methyl-1H-pyrazol-4-yl)-1H-indol-3-yl)pyrimidin-2-yl)amino)phenyl)acrylamide CN(CCN(C1=C(C=C(C(=C1)OC)NC1=NC=CC(=N1)C1=CN(C2=CC(=CC=C12)C=1C=NN(C1)C)C)NC(C=C)=O)C)C